N-[3-chloro-4-[[1-(piperidine-4-carbonyl)-4-piperidinyl]carbamoyl]phenyl]-5-(2,3-difluoro-4-methoxy-phenyl)-1-methyl-imidazole-2-carboxamide ClC=1C=C(C=CC1C(NC1CCN(CC1)C(=O)C1CCNCC1)=O)NC(=O)C=1N(C(=CN1)C1=C(C(=C(C=C1)OC)F)F)C